ClC1=C2C(=NC=C1)SC(=C2)C=2C(NCCC2)C 4-chloro-2-(2-methyl-1,2,5,6-tetrahydropyridin-3-yl)thieno[2,3-b]pyridine